3-Methoxy-1-Butanol COC(CCO)C